2-(4-Chlorophenoxy)isobutyric acid ClC1=CC=C(OC(C(=O)O)(C)C)C=C1